2-chloro-5-{[(phenylacetyl)amino]methyl}-N-{1-[4-(trifluoromethyl)phenyl]-1H-indazol-4-yl}benzamide ClC1=C(C(=O)NC2=C3C=NN(C3=CC=C2)C2=CC=C(C=C2)C(F)(F)F)C=C(C=C1)CNC(CC1=CC=CC=C1)=O